prolineAmide N1[C@@H](CCC1)C(=O)N